2-{7-azabicyclo[2.2.1]heptan-7-yl}-N-{4-[(2,2-difluorocyclopentyl)oxy]-3-fluorophenyl}-5-(2,2,2-trifluoroethyl)oxazole-4-carboxamide C12CCC(CC1)N2C=2OC(=C(N2)C(=O)NC2=CC(=C(C=C2)OC2C(CCC2)(F)F)F)CC(F)(F)F